3-hydroxy-2-(6-isopropenyl-3-methylcyclohex-3-enyl)-5-propylphenolate OC=1C(=C(C=C(C1)CCC)[O-])C1CC(=CCC1C(=C)C)C